(2r,5s)-2,5-dimethyl-1-(1-(3-(trifluoromethyl)bicyclo[1.1.1]pent-1-yl)propyl)piperazine C[C@H]1N(C[C@@H](NC1)C)C(CC)C12CC(C1)(C2)C(F)(F)F